(S)-3-chloro-4-(4-(4,4-difluoropiperidine-1-carbonyl)-2-(5-(2-hydroxypropan-2-yl)-1,3,4-oxadiazol-2-yl)thiazol-5-yl)-N-(1,1,1-trifluorobutan-2-yl)benzenesulfonamide ClC=1C=C(C=CC1C1=C(N=C(S1)C=1OC(=NN1)C(C)(C)O)C(=O)N1CCC(CC1)(F)F)S(=O)(=O)N[C@H](C(F)(F)F)CC